N-(4,4-difluorocyclohexyl)-2-(methoxymethyl)-6-({[2-(trifluoromethyl)phenyl]carbonyl}amino)-1H-benzimidazole-4-carboxamide FC1(CCC(CC1)NC(=O)C1=CC(=CC=2NC(=NC21)COC)NC(=O)C2=C(C=CC=C2)C(F)(F)F)F